(R)-3-(3-(3-(5-ethyl-7H-pyrrolo[2,3-d]pyrimidin-4-yl)phenyl)isoxazol-5-yl)-3-hydroxy-1-methylpyrrolidin-2-one C(C)C1=CNC=2N=CN=C(C21)C=2C=C(C=CC2)C2=NOC(=C2)[C@]2(C(N(CC2)C)=O)O